(3R)-3-[[(1R,3R,4R)-3,4-diaminocyclohexanecarbonyl]amino]-2-hydroxy-3,4-dihydro-1,2-benzoxaborinine-8-carboxylic acid N[C@@H]1C[C@@H](CC[C@H]1N)C(=O)N[C@@H]1B(OC2=C(C1)C=CC=C2C(=O)O)O